Tert-butyl (1-(3-((2,3-dichloropyridin-4-yl)amino)-1-(4-methoxybenzyl)-1H-pyrazolo[3,4-b]pyrazin-6-yl)-4-methylpiperidin-4-yl)carbamate ClC1=NC=CC(=C1Cl)NC1=NN(C2=NC(=CN=C21)N2CCC(CC2)(C)NC(OC(C)(C)C)=O)CC2=CC=C(C=C2)OC